ClC1=NC=C2C=C(N=C(C2=C1)NCC1OCCC1)C1=C(C(=CC(=C1)OC)OC)F 7-chloro-3-(2-fluoro-3,5-dimethoxyphenyl)-N-((tetrahydrofuran-2-yl)methyl)-2,6-naphthyridine-1-amine